methyl 5-chloro-2-cyano-4,6-dimethylpyridine-3-carboxylate ClC=1C(=C(C(=NC1C)C#N)C(=O)OC)C